OC=1C=C(C=CC1O)/C=C/C(=O)C1=C(C=CC(=C1)OCCN1CCOCC1)O (E)-3-(3,4-dihydroxyphenyl)-1-(2-hydroxy-5-(2-morpholinoethoxy)phenyl)prop-2-en-1-one